[6-(3-Aminophenyl)-7H-pyrrolo[2,3-d]pyrimidin-4-yl]oxyphenol ditrifluoroacetate FC(C(=O)O)(F)F.FC(C(=O)O)(F)F.NC=1C=C(C=CC1)C1=CC2=C(N=CN=C2OC2=C(C=CC=C2)O)N1